tert-butylmethylphosphino-2-diphenylphosphinobenzene C(C)(C)(C)C=1C(=C(C=CC1)PC)P(C1=CC=CC=C1)C1=CC=CC=C1